C(C)(C)(C)OC(=O)N1C(CC1)C(NC=1SC=C(N1)C1=CC(=CC=C1)C1=CC=NC=C1)=O tert-butyl-2-((4-(3-(pyridin-4-yl)phenyl)thiazol-2-yl)carbamoyl)azetidine-1-carboxylate